C(=O)O.N[C@@H]1CCCC12CCN(CC2)C2=NC=C(C(N2C)=O)SC2=C(C=1N(C=C2)N=CC1)Cl (R)-2-(1-amino-8-azaspiro[4.5]decan-8-yl)-5-((4-chloropyrazolo[1,5-a]pyridin-5-yl)thio)-3-methylpyrimidin-4(3H)-one formate